C1(=C(C=CC=C1)C1=NOC(=N1)CCCC(=O)O)C 4-(3-(o-tolyl)-1,2,4-oxadiazol-5-yl)butanoic acid